C(C1=CC=C(C(=O)[O-])C=C1)(C1=CC=C(C(=O)[O-])C=C1)(C1=CC=C(C(=O)[O-])C=C1)C1=CC=C(C(=O)[O-])C=C1 4,4',4'',4'''-methane-tetrayltetrabenzoate